hydroxyl-porphyrine OC1=C2NC(=C1)C=C1C=CC(=N1)C=C1C=CC(N1)=CC=1C=CC(N1)=C2